ClC=1C(=NC=CC1)C(=O)NCC1[C@@H]2CN(C[C@H]12)C1=NC=C(C=C1)C=1C=2N(C=C(C1)OCC)N=CC2C#N 3-chloro-N-(((1R,5S,6s)-3-(5-(3-cyano-6-ethoxypyrazolo[1,5-a]pyridin-4-yl)pyridin-2-yl)-3-azabicyclo[3.1.0]hexan-6-yl)methyl)picolinamide